Water Methyl-Acetate COC(C)=O.O